CC(C)(C)OC(=O)[C@H](CCC(=O)O)NC(=O)OCC1C2=CC=CC=C2C3=CC=CC=C13 Fmoc-L-glutamic acid α-tert-butyl ester